8'-(5-chloro-2-(isopropylamino)pyridin-4-yl)-2'-(3-fluoro-2-(hydroxymethyl)benzyl)-2',3'-dihydro-1'h,5'h-spiro[oxacyclobutane-3,4'-pyrrolo[1,2-a][1,4]diazepine]-1'-one ClC=1C(=CC(=NC1)NC(C)C)C=1C=C2N(CC3(CN(C2=O)CC2=C(C(=CC=C2)F)CO)COC3)C1